NC1=C(C=C(C(=C1)NCC1=CC=C(C=C1)C(F)(F)F)F)NC(OCC)=O Ethyl (2-amino-5-fluoro-4-((4-(trifluoromethyl)benzyl)amino)phenyl)carbamate